BrC1=C(C=C2C(=NN(C2=C1)C)N)F 6-Bromo-5-fluoro-1-methyl-1H-indazole-3-amine